N4-(2-aminophenyl)-5-iodo-N2-(4-(4-methylpiperazin-1-yl)phenyl)pyrimidine-2,4-diamine NC1=C(C=CC=C1)NC1=NC(=NC=C1I)NC1=CC=C(C=C1)N1CCN(CC1)C